6-bromobenzo[d]oxazole-2-thiol BrC1=CC2=C(N=C(O2)S)C=C1